tert-butyl 4-(2-(2-methoxypyridin-4-yl)-7-oxo-4,7-dihydro-[1,2,4]triazolo[1,5-a]pyrimidin-6-yl)-3,6-dihydropyridine-1(2H)-carboxylate COC1=NC=CC(=C1)C1=NN2C(NC=C(C2=O)C=2CCN(CC2)C(=O)OC(C)(C)C)=N1